Lutetium scandium neodymium [Nd].[Sc].[Lu]